(S)-8-((2-fluoro-4-iodophenyl)amino)-2-(2-hydroxypropoxy)-7-methyl-3,4-dihydro-2,7-naphthyridine-1,6(2H,7H)-dione FC1=C(C=CC(=C1)I)NC=1N(C(C=C2CCN(C(C12)=O)OC[C@H](C)O)=O)C